C(C)(C)(C)OC(NCCCNC(C1=CC(=CC(=C1)[N+](=O)[O-])[N+](=O)[O-])=O)=O.NCCC(=O)NC=1N=C(NC1)C 3-amino-N-(2-methyl-1H-imidazol-4-yl)propanamide tert-butyl-N-[3-[(3,5-dinitrobenzoyl)amino]propyl]carbamate